CC1(CC(C1)C(=O)N[C@@H](C)C1=NC(=NO1)C1=CC(=NC=C1)C(F)(F)F)C (S)-3,3-dimethyl-N-(1-(3-(2-(trifluoromethyl)pyridin-4-yl)-1,2,4-oxadiazol-5-yl)ethyl)cyclobutane-1-carboxamide